2-{[(1S)-1-{4-[4-(4-acryloylpiperazin-1-yl)tetrahydro-2H-pyran-4-yl]phenyl}ethyl]amino}-8-cyclopentyl-5-methylpyrido[2,3-d]pyrimidin-7(8H)-on C(C=C)(=O)N1CCN(CC1)C1(CCOCC1)C1=CC=C(C=C1)[C@H](C)NC=1N=CC2=C(N1)N(C(C=C2C)=O)C2CCCC2